F[C@@H]1C[C@@H](N2N=C(C=C21)C(=O)OCC)C2=CC=CC=C2 (4R,6R)-ethyl 4-fluoro-6-phenyl-5,6-dihydro-4H-pyrrolo[1,2-b]pyrazole-2-carboxylate